BrC1C2=C(SC(=C2)C(F)(F)F)[C@@]2(C[C@@H](N(CC2)C(C(F)(F)F)=O)C)OC1 1-[(2'S,7R)-4-bromo-2'-methyl-2-(trifluoromethyl)spiro[4,5-dihydrothieno[2,3-c]pyran-7,4'-piperidine]-1'-yl]-2,2,2-trifluoro-ethanone